1-methylpyridine iodate I(=O)(=O)O.CN1CC=CC=C1